N-(1,3-benzothiazol-2-ylmethyl)-6-(7,8-dihydro-5H-1,6-naphthyridin-6-yl)-5-methyl-pyridine-3-carboxamide S1C(=NC2=C1C=CC=C2)CNC(=O)C=2C=NC(=C(C2)C)N2CC=1C=CC=NC1CC2